The molecule is an unsymmetrical cationic C3 cyanine dye having 1,3-benzoxazol-2-yl and quinolinium-4-yl substituents. It has a role as a fluorochrome. It is a quinolinium ion, a benzoxazolium ion, a quaternary ammonium ion and a cyanine dye. CN\\1C2=CC=CC=C2O/C1=C\\C=C/C3=CC=[N+](C4=CC=CC=C34)CCC[N+](C)(C)C